FC(C=1C(=C(C=CC1)[C@@H](C)NC1=CC(=NC2=CC=C(C=C12)C=1CCOCC1)C)F)F (R)-N-(1-(3-(difluoromethyl)-2-fluorophenyl)ethyl)-6-(3,6-dihydro-2H-pyran-4-yl)-2-methylquinolin-4-amine